(3-bromo-2-iodo-5-methylphenyl)(6,7-dihydropyrazolo[1,5-a]pyrimidin-4(5H)-yl)methanone BrC=1C(=C(C=C(C1)C)C(=O)N1C=2N(CCC1)N=CC2)I